2-[4-[3-[6-(5-chloropyrimidin-2-yl)-6-azaspiro[2.5]octan-2-yl]propoxy]-2-fluoro-phenyl]-1-[3-[[[(2S,3R,4R,5R)-2,3,4,5,6-pentahydroxyhexyl]amino]methyl]azetidin-1-yl]ethanone ClC=1C=NC(=NC1)N1CCC2(C(C2)CCCOC2=CC(=C(C=C2)CC(=O)N2CC(C2)CNC[C@@H]([C@H]([C@@H]([C@@H](CO)O)O)O)O)F)CC1